N[C@@H]1C=2C(=NC=CC2)CC12CCN(CC2)C=2C=1N(C(=C(N2)C)C2=C(C(=NC=C2)CO)Cl)N=CC1 [4-[4-[(5S)-5-Aminospiro[5,7-dihydro-cyclopenta[b]pyridin-6,4'-piperidin]-1'-yl]-6-methyl-pyrazolo[1,5-a]pyrazin-7-yl]-3-chloro-2-pyridinyl]methanol